N-methyl-2-((1-(9-methyl-5-morpholino-2-(trifluoromethyl)imidazo[1,2-c]quinazolin-7-yl)ethyl)amino)benzamide CNC(C1=C(C=CC=C1)NC(C)C1=CC(=CC=2C=3N(C(=NC12)N1CCOCC1)C=C(N3)C(F)(F)F)C)=O